C(C)(C)(C)OC(=O)N1C[C@H](CC1)[C@@H](C(=O)N1C(OC[C@@H]1CC1=CC=CC=C1)=O)CC1=C(C=CC(=C1)C#N)Br (R)-3-((S)-1-((S)-4-benzyl-2-oxooxazolidin-3-yl)-3-(2-bromo-5-cyanophenyl)-1-oxopropan-2-yl)pyrrolidine-1-carboxylic acid tert-butyl ester